O(C1=C(C(=O)O)C=CC=C1)C1=C(C(=O)O)C=CC=C1 oxo-bis-benzoic acid